C12CN(CC(CC1)N2)C2=NC(=NC1=C(C(=C(C=C21)Cl)C2=CC=C(C1=C2N=C(S1)N)F)F)OCC1(CC1)CN1C[C@@H](CC1)F 4-(4-(3,8-diazabicyclo-[3.2.1]octan-3-yl)-6-chloro-8-fluoro-2-((1-(((R)-3-fluoropyrrolidin-1-yl)meth-yl)cyclopropyl)methoxy)-quinazolin-7-yl)-7-fluoro-benzo[d]thiazol-2-amine